N12C[C@H](C(CC1)CC2)NC2=C(C(NC1=CC=C(C=C21)Cl)=O)C2=NC1=C(N2)C=CC=C1 4-[[(3S)-1-azabicyclo[2.2.2]octan-3-yl]amino]-3-(1H-benzimidazol-2-yl)-6-chloro-1H-quinolin-2-one